CC=1C=C(C(=C(C1)CO)O)O 4-methyl-6-hydroxymethylbenzene-1,2-diol